(2-(6-(2-ethyl-5-fluoro-4-hydroxyphenyl)-1H-indazol-3-yl)-4,6-dihydropyrrolo[3,4-d]Imidazol-5(1H)-yl)(morpholino)methanone C(C)C1=C(C=C(C(=C1)O)F)C1=CC=C2C(=NNC2=C1)C1=NC2=C(N1)CN(C2)C(=O)N2CCOCC2